6-Methoxyspiro[benzo[b][1,4]oxazin-2,1'-cyclopropane]-3(4H)-one COC1=CC2=C(OC3(CC3)C(N2)=O)C=C1